oleic acid phenyl-dimethyl-ammonium salt C1(=CC=CC=C1)[NH+](C)C.C(CCCCCCC\C=C/CCCCCCCC)(=O)[O-]